ClC=1C=C(C=CC1F)N1C(C=CC1=O)=O N-(3-chloro-4-fluorophenyl)maleimide